ClC1=C(C=CC(=N1)C(=O)NC)N1C=NN(CC1)CC1=CC2=C(N=C(C(N2)=O)CC)N=C1 6-chloro-5-(1-((3-ethyl-2-oxo-1,2-dihydropyrido[2,3-b]pyrazin-7-yl)methyl)-5,6-dihydro-1,2,4-triazin-4(1H)-yl)-N-methylpyridineamide